C(C)(C)(C)OC(=C)N[C@H](C(=O)NO)CC1=CC=CC=C1 (S)-2-((1-(tert-butoxy)vinyl)amino)-N-hydroxy-3-phenyl-propionamide